1-(chloromethyl)phenanthrene ClCC1=CC=CC=2C3=CC=CC=C3C=CC12